NC=1C(=CC2=CC=CC=C2C1)C(=O)NC1=CC(=C(C=C1)F)C(F)(F)F 3-amino-N-(4-fluoro-3-(trifluoromethyl)phenyl)-2-naphthamide